ClC1=C(C=C(C=C1)N1C(C(N(C(C1)=O)CC1=CC=C(C=C1)C(F)(F)F)C1COC1)=O)F 1-(4-chloro-3-fluorophenyl)-3-(oxetan-3-yl)-4-(4-(trifluoromethyl)benzyl)piperazine-2,5-dione